COC(C1=C(C=CC=C1)N1C(C(=CC=C1)NC=1C=C(C=2N(N1)C(=CN2)C(N[C@H]2[C@H](C2)F)=O)NC)=O)=O {3-[(3-{[(1R,2S)-2-fluorocyclopropyl]carbamoyl}-8-(methylamino)imidazo[1,2-b]pyridazin-6-yl)amino]-2-oxopyridin-1-yl}benzoic acid methyl ester